tert-butyl 2-oxa-12-azatricyclo[7.4.1.05,14]tetradeca-5(14),6,8-triene-12-carboxylate C12OCCC=3C=CC=C(CCN(C1)C(=O)OC(C)(C)C)C23